(1-(4-(trifluoromethyl)phenyl)-1H-indol-5-yl)acrylamide FC(C1=CC=C(C=C1)N1C=CC2=CC(=CC=C12)C(C(=O)N)=C)(F)F